ClC1=C(C(=O)NCC(N2CCC(CC2)COC2=NC=C(C=C2)F)C2=C(N=CS2)C(F)F)C(=CC=C1)F 2-Chloro-N-{2-[4-(difluoromethyl)-1,3-thiazol-5-yl]-2-(4-{[(5-fluoropyridin-2-yl)oxy]methyl}piperidin-1-yl)ethyl}-6-fluorobenzamide